N-(3-(bis(3-(trimethoxysilyl)propyl)amino)propyl)-N-methyl-N'-(3-(methyl(3-(trimethoxysilyl)propyl)amino)propyl)-N'-(3-(trimethoxysilyl)propyl)-1,3-propanediamine CO[Si](CCCN(CCCN(CCCN(CCC[Si](OC)(OC)OC)CCCN(CCC[Si](OC)(OC)OC)C)C)CCC[Si](OC)(OC)OC)(OC)OC